N-(5-((3,3-Difluorocyclobutyl)methoxy)-2-methoxyphenyl)-1-methyl-5-oxopyrrolidine-2-carboxamide FC1(CC(C1)COC=1C=CC(=C(C1)NC(=O)C1N(C(CC1)=O)C)OC)F